CC=1N=CSC1C(=O)NC(C)(C#C)C 4-methyl-N-(2-methylbutan-3-yne-2-yl)thiazole-5-carboxamide